NC1(COCC1)C(=O)O 3-Aminotetrahydrofuran-3-carboxylic acid